4-(2-((2-oxabicyclo[2.1.1]hexan-4-yl)methoxy)-4-(3,8-diazabicyclo[3.2.1]octan-3-yl)-8-fluoro-6-(trifluoromethyl)quinazolin-7-yl)-2-amino-7-fluorobenzo[b]thiophene-3-carbonitrile C12OCC(C1)(C2)COC2=NC1=C(C(=C(C=C1C(=N2)N2CC1CCC(C2)N1)C(F)(F)F)C1=CC=C(C=2SC(=C(C21)C#N)N)F)F